ClC1=C(C(=O)N(C)C)C=CC(=C1)N[C@H]1CN(CCC1)C1CCN(CC1)C([C@@](C(F)(F)F)(C1=CC=CC=C1)O)=O 2-chloro-N,N-dimethyl-4-((R)-1'-((R)-3,3,3-trifluoro-2-hydroxy-2-phenylpropanoyl)-1,4'-bipiperidin-3-ylamino)benzamide